N[C@@H]1[C@@H]([C@H]([C@@H](O)OC1)O)O 4-amino-4-deoxy-β-L-arabinose